O1N=CC=NC1=O 1,2,5-oxadiazine-6-one